C(C)(C)OC(C[C@H](C)N)=O.[Pd](Cl)Cl palladium (II) chloride isopropyl-(S)-3-aminobutyrate